COC=1C=C(C=C(C1C)OC)CCN 2-(3,5-dimethoxy-4-methylphenyl)ethylamine